CNCCN1CCCC1 methyl[2-(pyrrolidin-1-yl)ethyl]amine